4-(1-methyl-2-oxo-1,2,3,4-tetrahydroquinolin-6-yl)-5,6,7,8-tetrahydroisoquinolin-8-ol CN1C(CCC2=CC(=CC=C12)C1=CN=CC=2C(CCCC12)O)=O